C1(=CC=CC=C1)C1=CC(=CC(=C1)NC(=O)C=1C(NC(=CC1)C(F)(F)F)=O)C1=CC=CC=C1 N-([1,1':3',1''-terphenyl]-5'-yl)-2-oxo-6-(trifluoromethyl)-1,2-dihydropyridine-3-carboxamide